(S,E)-4-(2-(3-(3-Chloro-2-fluoro-6-(1H-tetrazol-1-yl)phenyl)acrylamido)-3-(4-(((2-Methoxyethoxy)carbonyl)amino)phenyl)propionamido)benzoic acid ClC=1C(=C(C(=CC1)N1N=NN=C1)/C=C/C(=O)N[C@H](C(=O)NC1=CC=C(C(=O)O)C=C1)CC1=CC=C(C=C1)NC(=O)OCCOC)F